{[1-Cyano-6-(4-fluoro-phenoxy)-4-hydroxy-isoquinoline-3-carbonyl]-amino}-acetic acid C(#N)C1=NC(=C(C2=CC(=CC=C12)OC1=CC=C(C=C1)F)O)C(=O)NCC(=O)O